C(CCCCCCCCCCCCCCCCC)(=O)O.C(\C=C\C1=CC(O)=C(O)C=C1)(=O)O trans-caffeic acid stearate